N-[5-[2-methyl-5-[[(2R)-morpholin-2-yl]methoxy]-4-pyridyl]pyrazolo[1,5-a]pyridin-2-yl]cyclopropanecarboxamide CC1=NC=C(C(=C1)C1=CC=2N(C=C1)N=C(C2)NC(=O)C2CC2)OC[C@H]2CNCCO2